1,2-dipropylpyridinium triflate [O-]S(=O)(=O)C(F)(F)F.C(CC)[N+]1=C(C=CC=C1)CCC